Chloro-thiodicarboxamide ClNC(=O)SC(=O)N